2,5-dimethylhex-3-ene CC(C)C=CC(C)C